C1(CC1)N1N=CC(=C1)C=1C=CC=2N(N1)C(=NN2)C(C2=CC1=CN(N=C1C=C2F)C)(F)F 6-(1-cyclopropyl-1H-pyrazol-4-yl)-3-(difluoro(6-fluoro-2-methyl-2H-indazol-5-yl)methyl)-[1,2,4]triazolo[4,3-B]pyridazine